CN1N=CC=C1C1=C2C=CN=CC2=C(N=C1)NC 5-(1-methyl-1H-pyrazol-5-yl)-8-(methylamino)-2,7-naphthyridin